N-[(1S)-1-(hydrazinocarbonyl)-3-methyl-butyl]-N-methyl-carbamic acid tert-butyl ester C(C)(C)(C)OC(N(C)[C@@H](CC(C)C)C(=O)NN)=O